O[C@H](C)C1=CC(=CC=2C(C(=C(OC21)C2=CC=CC=C2)C)=O)C 8-[(1R)-1-hydroxyethyl]-3,6-dimethyl-2-phenyl-benzopyran-4-one